tert-butyl (1R,5S)-3-(7-(3-amino-6-chloro-2-cyanophenyl)-8-fluoro-2-(2,2,2-trifluoroethoxy)pyridino[4,3-d]pyrimidin-4-yl)-3,8-diazabicyclo[3.2.1]octan-8-formate NC=1C(=C(C(=CC1)Cl)C1=C(C=2N=C(N=C(C2C=N1)N1C[C@H]2CC[C@@H](C1)N2C(=O)OC(C)(C)C)OCC(F)(F)F)F)C#N